(2R,5S)-4-{2-[6-(2,4-Difluoro-benzyl)-3,3-dimethyl-2,3-dihydro-pyrrolo[3,2-c]pyridin-1-yl]-2-oxo-ethyl}-2-methyl-5-morpholin-4-ylmethyl-piperazine-1-carboxylic acid tert-butyl ester C(C)(C)(C)OC(=O)N1[C@@H](CN([C@H](C1)CN1CCOCC1)CC(=O)N1CC(C=2C=NC(=CC21)CC2=C(C=C(C=C2)F)F)(C)C)C